FC=1C=C(C=CC1F)[C@H](CN1C(=C(C(C=C1)=O)O)C)O (R)-1-(2-(3,4-difluorophenyl)-2-hydroxyethyl)-3-hydroxy-2-methylpyridin-4(1H)-one